ethyl 4'-methoxy-3'-nitro-[1,1'-biphenyl]-2-carboxylate COC1=C(C=C(C=C1)C=1C(=CC=CC1)C(=O)OCC)[N+](=O)[O-]